C(C\C=C/CC)OC(C(=O)C)=O pyruvic acid (Z)-3-hexenyl ester